N1C(=CC2=CC=CC=C12)CC(C(=O)O)O.N1C(=CC2=CC=CC=C12)CC(C(=O)O)O indolelactic acid (indolelactate)